13-cis-butene C=CCC